NC1=NC(=NC(=C1C(=O)OCC)C)C1=C(C=C(C=C1)C(C)(C)C)C#N ethyl 4-amino-2-(4-(tert-butyl)-2-cyanophenyl)-6-methylpyrimidine-5-carboxylate